CC1(NCC=2C(=CC=CC12)C(=O)N)C dimethylisoindoline-4-carboxamide